tert-butyl (2R,5R)-2-[2-(4-{3-[(3-fluoro-2-methoxyphenyl)amino]-4-oxo-1H,5H,6H,7H-pyrrolo[3,2-c]pyridin-2-yl}pyridin-3-yl)ethynyl]-5-methylpyrrolidine-1-carboxylate FC=1C(=C(C=CC1)NC1=C(NC2=C1C(NCC2)=O)C2=C(C=NC=C2)C#C[C@@H]2N([C@@H](CC2)C)C(=O)OC(C)(C)C)OC